FC1(CCN(CC1)C(=O)C1=CC=C2C(=CC=NC2=C1)C1=CC=C2C(N(C3(C2=C1)CC3)C)=O)F 6'-(7-(4,4-difluoropiperidine-1-carbonyl)quinolin-4-yl)-2'-methyl-spiro[cyclopropane-1,1'-isoindoline]-3'-one